C(C)(=O)O.NC1(CCN(CC1)C([C@H](NC([C@H](NC([C@H](N)CC1=CC=CC=C1)=O)CC(C)C)=O)CCCCN)=O)C(=O)O 4-amino-1-(D-phenylalanyl-D-leucyl-D-lysyl)piperidine-4-carboxylic acid acetate